(S)-7-((5-methyl-6-(piperidin-4-yl)pyridin-3-yl)methyl)-N2-(pentan-2-yl)imidazo[2,1-f][1,2,4]triazine-2,4-diamine CC=1C=C(C=NC1C1CCNCC1)CC1=CN=C2C(=NC(=NN21)N[C@@H](C)CCC)N